S1C(=CC=C1)CC(=O)N 2-(thiophen-2-yl)acetamide